C(C)(C)(C)OC(=O)NCC=1C=C(C=CC1)C=1OC2=C(C1)C=CC=C2COC2=C(C=CC=C2)CC(=O)OCC ethyl 2-(2-((2-(3-(((tert-butoxycarbonyl)amino)methyl)phenyl)benzofuran-7-yl)methoxy)phenyl)acetate